N[C@@H]1[C@H](CCCC1)C=1N(C2=NC(=NC(=C2N1)N)N)C(C)C ((1S,2S)-2-aminocyclohexyl)-9-isopropyl-9H-purine-2,6-diamine